N,N-bis(hydroxypropyl)aniline OCCCN(C1=CC=CC=C1)CCCO